4-(cyclobutylamino)-2-(methyl-sulfonyl)pyrimidine-5-carbonitrile C1(CCC1)NC1=NC(=NC=C1C#N)S(=O)(=O)C